ClC1=C(C(=CC=C1)F)C=1C=C2C(=NN(C2=CC1)C(C1=CC=CC=C1)(C1=CC=CC=C1)C1=CC=CC=C1)NC(=O)[C@@H]1CN(CCC1)C(=O)OC(C)(C)C tert-Butyl (3S)-3-{[5-(2-chloro-6-fluorophenyl)-1-trityl-1H-indazol-3-yl]carbamoyl}piperidine-1-carboxylate